C(C)(C)(C)OC(=O)N1C[C@@H]2[C@H](C1)CC(C2)(O)C2=CC=C(C=C2)Br (3aR,6aS)-5-(4-bromophenyl)-5-hydroxyhexahydrocyclopenta[c]Pyrrole-2(1H)-carboxylic acid tert-butyl ester